7-(Hydroxymethyl)-2-methyl-3,4-dihydroisoquinoline-1(2H)-on OCC1=CC=C2CCN(C(C2=C1)=O)C